7-(4-chlorophenyl)-6-((4-(4-(ethoxycarbonyl)phenyl)piperazin-1-yl)methyl)-2-azaspiro[3.5]non-6-ene-2-carboxylic acid tert-butyl ester C(C)(C)(C)OC(=O)N1CC2(C1)CC(=C(CC2)C2=CC=C(C=C2)Cl)CN2CCN(CC2)C2=CC=C(C=C2)C(=O)OCC